C(C)(C)(C)OC(=O)[C@@H]1[C@H]2CCC(N[C@H]2C1)=O |r| rac-(1SR,6RS,7SR)-3-oxo-2-azabicyclo[4.2.0]Octane-7-carboxylic acid tert-butyl ester